C(C)(C)(C)[P@](C)CO (S)-tert-butyl(hydroxymethyl)methylphosphine